2-hydroxy-3-[3-(4-phenylphenyl)-1,2,3,4-tetrahydronaphthalen-1-yl]chromen-4-one (S)-8-(chloromethyl)-4-hydroxy-2-methyl-7,8-dihydro-6H-oxazolo[4,5-e]indole-6-carboxylate ClC[C@@H]1CN(C2=CC(=C3C(=C12)N=C(O3)C)O)C(=O)O.OC=3OC1=CC=CC=C1C(C3C3CC(CC1=CC=CC=C31)C3=CC=C(C=C3)C3=CC=CC=C3)=O